ethyl 2-(2-((7-(2-(((terT-butoxycarbonyl)amino)methyl)pyridin-4-yl)-2-isobutylbenzofuran-5-yl)methoxy)phenyl)acetate C(C)(C)(C)OC(=O)NCC1=NC=CC(=C1)C1=CC(=CC=2C=C(OC21)CC(C)C)COC2=C(C=CC=C2)CC(=O)OCC